The molecule is a member of the class of tetracyclines with formula C22H22N2O9 that is an intermediate in the biosynthesis of oxytetracycline by Streptomyces rimosus. It has a role as a bacterial metabolite. It is a tautomer of a 5a,11a-dehydrooxytetracycline zwitterion. C[C@]1(C2=C(C(=CC=C2)O)C(=O)C3=C1[C@@H]([C@H]4[C@@H](C(=O)C(=C([C@]4(C3=O)O)O)C(=O)N)N(C)C)O)O